N-(4-(4-amino-7-cyano-3-(4-((4-(difluoromethyl)pyrimidin-2-yl)oxy)phenyl)-1-methyl-1H-pyrrolo[3,2-c]pyridin-2-yl)-3-fluorophenyl)-2-fluoroacrylamide NC1=NC=C(C2=C1C(=C(N2C)C2=C(C=C(C=C2)NC(C(=C)F)=O)F)C2=CC=C(C=C2)OC2=NC=CC(=N2)C(F)F)C#N